4-[5-chloro-2-(2-fluoro-4-pyridinyl)-6-oxo-1H-pyrimidin-4-yl]-N,N-dimethyl-piperazine-1-carboxamide ClC1=C(N=C(NC1=O)C1=CC(=NC=C1)F)N1CCN(CC1)C(=O)N(C)C